1-(2,6,6-TRIMETHYL-1,3-CYCLOHEXADIENE-1-YL)-2-BUTENE-1-ONE CC1=C(C(CC=C1)(C)C)C(C=CC)=O